C1=CC(=CC=C1C2=C(C(=O)C3=C(C=C(C=C3O2)O)O)O[C@H]4[C@@H]([C@@H]([C@@H]([C@H](O4)CO)O)O)O)O The molecule is a glycosyloxyflavone that is kaempferol attached to a beta-D-allopyranosyl moiety at position 3 via a glycosidic linkage. It has a role as a plant metabolite and a metabolite. It is a monosaccharide derivative, a trihydroxyflavone and a glycosyloxyflavone. It derives from a beta-D-allose and a kaempferol.